Cl.Cl.CNS(=O)(=O)C1=CC=C2C(CN(C2=C1)C(CN1[C@H](CN[C@@H](C1)C)COC)=O)(C)C 1-[2-((2R,5R)-2-Methoxymethyl-5-methyl-piperazin-1-yl)-acetyl]-3,3-dimethyl-2,3-dihydro-1H-indole-6-sulfonic acid methyl-amide dihydrochloride salt